phenyl-bisphenol A diphosphite OP(O)OP(O)O.C1(=CC=CC=C1)C1=C(O)C=CC(=C1)C(C)(C)C1=CC=C(C=C1)O